NCC1=C(C(=NC=C1)C=O)OC1CC1 4-(AMINOMETHYL)-3-CYCLOPROPOXYPICOLINALDEHYDE